The molecule is an unsaturated fatty acyl-CoA that results from the formal condensation of the thiol group of coenzyme A with the carboxy group of (23Z,26Z,29Z,32Z)-octatriacontatetraenoic acid. It is an unsaturated fatty acyl-CoA and an ultra-long-chain fatty acyl-CoA. It derives from a (23Z,26Z,29Z,32Z)-octatriacontatetraenoic acid. It is a conjugate acid of a (23Z,26Z,29Z,32Z)-octatriacontatetraenoyl-CoA(4-). CCCCC/C=C\\C/C=C\\C/C=C\\C/C=C\\CCCCCCCCCCCCCCCCCCCCCC(=O)SCCNC(=O)CCNC(=O)[C@@H](C(C)(C)COP(=O)(O)OP(=O)(O)OC[C@@H]1[C@H]([C@H]([C@@H](O1)N2C=NC3=C(N=CN=C32)N)O)OP(=O)(O)O)O